N-(quinolin-6-yl)benzamide N1=CC=CC2=CC(=CC=C12)NC(C1=CC=CC=C1)=O